8-{3-[(1R)-2-amino-1-methanesulfonyl-ethyl]azetidin-1-yl}-N-{2-[(3S,4R)-3-fluoro-4-methoxy-piperidin-1-yl]pyrimidin-4-yl}-5-(propan-2-yl)isoquinolin-3-amine NC[C@H](S(=O)(=O)C)C1CN(C1)C=1C=CC(=C2C=C(N=CC12)NC1=NC(=NC=C1)N1C[C@@H]([C@@H](CC1)OC)F)C(C)C